18-{6-[(4-amino-3-{1H-pyrrolo[2,3-b]pyridin-5-yl}-1H-pyrazolo[3,4-d]pyrimidin-1-yl)methyl]-1,2,3,4-tetrahydroisoquinolin-2-yl}-1-bromo-3,6,9,12,15-pentaoxaoctadecan-18-one NC1=C2C(=NC=N1)N(N=C2C=2C=C1C(=NC2)NC=C1)CC=1C=C2CCN(CC2=CC1)C(CCOCCOCCOCCOCCOCCBr)=O